C(N1N=C(C(=C1)NC=1N=CC2=C(N1)N(C(=C2)C#N)[C@H]2COC[C@@H]2C)O[C@@H]2[C@H](OC2)C)([2H])([2H])[2H] 2-((1-(methyl-d3)-3-(((2r,3s)-2-methyloxetan-3-yl)oxy)-1H-pyrazol-4-yl)amino)-7-((3r,4r)-4-methyltetrahydrofuran-3-yl)-7H-pyrrolo[2,3-d]pyrimidine-6-carbonitrile